(5-((3,3-difluoropyrrolidin-1-yl)methyl)pyridin-3-yl)-3-(thien-3-ylethynyl)-1H-indazole FC1(CN(CC1)CC=1C=C(C=NC1)N1N=C(C2=CC=CC=C12)C#CC1=CSC=C1)F